ClCCN(C1=CC2=C(N(C(=N2)CCCC(=O)OCC)C)C=C1)CCCl ethyl 4-[5-[bis(2-chloroethyl) amino]-1-methyl-1H-benzo[d]imidazol-2-yl]-butyrate